ClC1=CC=C(C=C1)[C@H](CCC(=O)O)N1[C@@](C2=C(C=C(C=C2C1=O)C(CC)(C1=NN(C=C1)C)O)F)(OC)C1=CC=C(C=C1)Cl (4S)-4-(4-chlorophenyl)-4-[(1R)-1-(4-chlorophenyl)-7-fluoro-5-[1-hydroxy-1-(1-methyl-1H-pyrazol-3-yl)propyl]-1-methoxy-3-oxo-2,3-dihydro-1H-isoindol-2-yl]butyric acid